ClC=1C=C(NC2(CCC3([C@H](CC4=CC=CC=C34)C[C@H](COC3=CC=NC=4CCC[C@H](C34)C)C)CC2)C(=O)N)C=C(C1)F (1r,2'S,4S)-4-(3-chloro-5-fluoroanilino)-2'-[(2R)-2-methyl-3-{[(5R)-5-methyl-5,6,7,8-tetrahydroquinolin-4-yl]oxy}propyl]-2',3'-dihydrospiro[cyclohexane-1,1'-indene]-4-carboxamide